C1=CC=CC=2C3=CC=CC=C3C(C12)COC(=O)N[C@H](CN(CC(=O)OCC=C)C(=O)OC(C)(C)C)CCCCNC(=O)OC(C)(C)C (S)-allyl 2-((2-((((9H-fluoren-9-yl)methoxy)carbonyl)amino)-6-((tert-butoxycarbonyl)amino)hexyl)(tert-butoxycarbonyl)amino)acetate